3-[3-(3,4-Dihydro-1H-isoquinolin-2-yl)-propyl]-4-oxo-10-oxa-3-aza-tricyclo[5.2.1.0*1,5*]dec-ene-6-carboxylic acid C1N(CCC2=CC=CC=C12)CCCN1CC23C(C1=O)=C(C(CC2)O3)C(=O)O